N-(beta-aminoethyl)aminopropylidenemethyl-dimethoxysilane ethyl-2-(2-((7-(3-(1-((R)-1,1-dimethylethyl-sulfinamido)-2-fluoroethyl)-2-fluorophenyl)benzofuran-5-yl)methoxy)phenyl)acetate C(C)OC(CC1=C(C=CC=C1)OCC=1C=C(C2=C(C=CO2)C1)C1=C(C(=CC=C1)C(CF)N[S@](=O)C(C)(C)C)F)=O.NCCNCCC=CO[SiH](OC)C